FC(C1=CC=C(C=C1)C#C[C@H]1CN(CC1)C(C=C)=O)(F)F |o1:10| (S*)-1-(3-((4-(trifluoromethyl)phenyl)ethynyl)pyrrolidin-1-yl)prop-2-en-1-one